C1(CCCCC1)C=1C=C(C=CC1)O m-(cyclohexyl)phenol